C1(CC1)C1=C(OC=2CCC=3C=NNC3C21)C(=O)OC Methyl 8-cyclopropyl-4,5-dihydro-1H-furo[2,3-g]indazole-7-carboxylate